trimethylolpropane methacrylate triacrylate C(C=C)(=O)O.C(C=C)(=O)O.C(C=C)(=O)O.C(C(=C)C)(=O)O.C(O)C(CC)(CO)CO